5-(2-aminobenzo[d]thiazol-6-yl)-2-methoxy-N-(3-phenylpropyl)nicotinamide NC=1SC2=C(N1)C=CC(=C2)C=2C=NC(=C(C(=O)NCCCC1=CC=CC=C1)C2)OC